FC(C1=CC(=C(C(=O)OC)C=C1)F)F methyl 4-(difluoromethyl)-2-fluorobenzoate